(E)-2-cyano-3-(5-(diphenylamino)pyridin-2-yl)acrylic acid C(#N)/C(/C(=O)O)=C\C1=NC=C(C=C1)N(C1=CC=CC=C1)C1=CC=CC=C1